5-(2,5-diazabicyclo[4.1.0]heptan-2-yl)-4-methylthiazole C12N(CCNC2C1)C1=C(N=CS1)C